C1=CC=CC=2C3=CC=CC=C3C(C12)COC(=O)N([C@H](C(=O)O)CC=1C=NC=C(C1)C)C (2S)-2-[9H-fluoren-9-ylmethoxycarbonyl-(methyl)amino]-3-(5-methylpyridin-3-yl)propionic acid